3'-(3,6-dioxaoctane-1,8-diylbis(sulfanediyl))bis(1-(2,6,6-trimethylcyclohex-1,3-dien-1-yl)butan-1-one) C(COCCOCCSC(C(=O)C1=C(C=CCC1(C)C)C)CC)SC(C(=O)C1=C(C=CCC1(C)C)C)CC